C(=O)OC1=C(C(=CC=C1C1=NN=C(C2=CC=CC=C12)N[C@H]1CN(CCC1)C)Cl)N 2-amino-3-chloro-6-(4-{[(3R)-1-methylpiperidin-3-yl]amino}phthalazin-1-yl)phenol formate